[Zn].[Sn].[Cu] Copper-tin-zinc